1-Triphenylmethyl-4-bromo-pyrazole C1(=CC=CC=C1)C(N1N=CC(=C1)Br)(C1=CC=CC=C1)C1=CC=CC=C1